γ-aminopropyl-triisopropoxysilane NCCC[Si](OC(C)C)(OC(C)C)OC(C)C